(2-fluoro-5-hydroxyphenyl)(6-(5-(2-fluorophenyl)-4-(trifluoromethyl)-1H-pyrazol-1-yl)-2-azaspiro[3.3]heptan-2-yl)methanone FC1=C(C=C(C=C1)O)C(=O)N1CC2(C1)CC(C2)N2N=CC(=C2C2=C(C=CC=C2)F)C(F)(F)F